C12(CC3CC(CC(C1)C3)C2)CS(=O)(=O)NC(C2=CC=C(C=C2)N2CCN(CC2)C(C2=CC(=CC(=C2)C(F)(F)F)C=2C=NC=C(C2)O)=O)=O N-(1-Adamantylmethylsulfonyl)-4-[4-[3-(5-hydroxypyridin-3-yl)-5-(trifluoromethyl)benzoyl]piperazin-1-yl]benzamide